C(CCCCCCC)(=O)[O-].C(CCCCCCC)(=O)[O-].C(CCCCCCC)(=O)[O-].C(CCC)[Sn+3] butyltin trioctanate